NCC1(CC1)CN(CCCCCCCC(=O)OC(CCCCCCCC)CCCCCCCC)CCCCCCOC(=O)OCCCCCCCCC heptadecan-9-yl 8-(((1-(aminomethyl)cyclopropyl)methyl)(6-(((nonyloxy)carbonyl)oxy)hexyl)amino)octanoate